3-tosyl-3,8,9,10-tetrahydrocyclohepta[e]indol-6-yl triflate O(S(=O)(=O)C(F)(F)F)C1=CCCCC=2C=3C=CN(C3C=CC21)S(=O)(=O)C2=CC=C(C)C=C2